7-(4-(4-(benzo[b]thiophen-4-yl)piperazin-1-yl)butoxy)-1-henicosanoylquinolin-2(1H)-one S1C2=C(C=C1)C(=CC=C2)N2CCN(CC2)CCCCOC2=CC=C1C=CC(N(C1=C2)C(CCCCCCCCCCCCCCCCCCCC)=O)=O